8-chloro-6-(((6-fluoro-2-methylpyridin-3-yl)(1-methyl-1H-1,2,3-triazol-4-yl)methyl)amino)-4-(neopentylamino)quinoline-3-carbonitrile ClC=1C=C(C=C2C(=C(C=NC12)C#N)NCC(C)(C)C)NC(C=1N=NN(C1)C)C=1C(=NC(=CC1)F)C